C1(CCC1)N1N=NN=C1C(CC(F)F)N1N=CC(=C1)NC(=O)[C@H](C(C1CC1)C1CC1)NC(=O)C=1N(N=CC1)C(C)C N-[(1S)-1-[[1-[1-(1-cyclobutyltetrazol-5-yl)-3,3-difluoro-propyl]pyrazol-4-yl]carbamoyl]-2,2-dicyclopropyl-ethyl]-2-isopropyl-pyrazole-3-carboxamide